N4-(4-Cyanomethoxy-3-fluorophenyl)-5-fluoro-N2-(4-methyl-3-propionylaminosulfonylphenyl)-2,4-pyrimidinediamine Sodium Salt [Na].C(#N)COC1=C(C=C(C=C1)NC1=NC(=NC=C1F)NC1=CC(=C(C=C1)C)S(=O)(=O)NC(CC)=O)F